CN(CCCC(=O)OC(CCCC(=O)OC(COC(C(CCCCCC)C)=O)COC(C(CCCCCC)C)=O)CCCC(=O)OC(COC(C(CCCCCC)C)=O)COC(C(CCCCCC)C)=O)C bis[2-(2-methyloctanoyloxy)-1-(2-methyloctanoyl oxymethyl)ethyl] 5-[4-(dimethylamino)butanoyloxy]nonanedioate